C(C)(C)(C)[S@@](=O)N[C@@H]1C=2C(=NC=C(C2)C=O)CC12CCN(CC2)C(=O)OC(C)(C)C tert-butyl (5S)-5-[[(R)-tert-butylsulfinyl]amino]-3-formyl-spiro[5,7-dihydrocyclopenta[b]pyridine-6,4'-piperidine]-1'-carboxylate